C(CCCCC)OC(CC(C1CCCC1)N1N=CC(=C1)Br)=O 3-(4-bromo-1H-pyrazol-1-yl)-3-cyclopentylpropionic acid hexyl ester